[Na].C(C=C)(=O)OCCCCO hydroxybutyl acrylate sodium salt